ClC=1C=C(C=C(C1)CNCCCCOC1CN(C1)C1=C2C=NNC2=CC(=C1)C=1C=NOC1)CO (3-chloro-5-(((4-((1-(6-(isoxazol-4-yl)-1H-indazol-4-yl)azetidin-3-yl)oxy)butyl)amino)methyl)phenyl)methanol